ClC=1C=CC2=C(C=C(O2)C(C(=O)N[C@@H]([C@H](O)C2=CC3=C(OCCO3)C=C2)CN2CC(CC2)(F)F)(F)F)C1 2-(5-chlorobenzofuran-2-yl)-N-((1r,2r)-3-(3,3-difluoropyrrolidin-1-yl)-1-(2,3-dihydrobenzo[b][1,4]dioxin-6-yl)-1-hydroxypropan-2-yl)-2,2-difluoroacetamide